O1C[C@H](CCC1)[C@H](C)N1N=CC=2C1=NC(=CN2)N 1-((S)-1-((R)-tetrahydro-2H-pyran-3-yl)ethyl)-1H-pyrazolo[3,4-b]pyrazin-6-amine